C(C1=CC=CC=C1)(=O)N1CCN(C2=CC=CC=C12)C(C(C)N1CCCCC1)=O 1-(4-Benzoyl-3,4-dihydroquinoxalin-1(2H)-yl)-2-(piperidin-1-yl)propan-1-one